4-(2,5-dioxo-4-phenylimidazolidin-4-yl)benzoic acid O=C1NC(C(N1)(C1=CC=CC=C1)C1=CC=C(C(=O)O)C=C1)=O